tert-butyl 4-(7-chloro-8-fluoro-2-(((2R,7aS)-2-fluorohexahydro-1H-pyrrolizin-7a-yl)methoxy)pyrido[4,3-d]pyrimidin-4-yl)piperazine-1-carboxylate ClC1=C(C=2N=C(N=C(C2C=N1)N1CCN(CC1)C(=O)OC(C)(C)C)OC[C@]12CCCN2C[C@@H](C1)F)F